C1(CC1)N1CCN(CC1)C1=CN=C2C(=N1)NN=C2C2=C(C(=CC=C2)Cl)Cl N-cyclopropyl-4-(3-(2,3-dichlorophenyl)-1H-pyrazolo[3,4-b]pyrazin-6-yl)piperazine